ClC=1N=CN(C1)C1=C(C#N)C=C(C=C1)NC1=NN2C(N(CCC2)C2=CC=C(C=C2)F)=N1 2-(4-chloroimidazol-1-yl)-5-[[4-(4-fluorophenyl)-6,7-dihydro-5H-[1,2,4]triazolo[1,5-a]pyrimidin-2-yl]amino]benzonitrile